ethyl (S,E)-5-((tert-butyldiphenylsilyl)oxy)hex-2-enoate [Si](C1=CC=CC=C1)(C1=CC=CC=C1)(C(C)(C)C)O[C@H](C/C=C/C(=O)OCC)C